NC=1C=C(C(=O)OC)C=C(C1)O methyl 3-amino-5-hydroxybenzoate